C(C1=CC=CC=C1)OC([C@@H](CN1N=CC(=C1)C#N)O)=O (2R)-3-(4-cyano-1H-pyrazol-1-yl)-2-hydroxypropionic acid benzyl ester